CN(CCCS(=O)(=O)N1C[C@H]([C@H](CC1)NC1=NC=C(C(=N1)C=1C=NN(C1)CC(C)(O)C)C(F)(F)F)F)C 1-(4-(2-(((3R,4S)-1-((3-(Dimethylamino)propyl)sulfonyl)-3-fluoropiperidin-4-yl)amino)-5-(trifluoromethyl)pyrimidin-4-yl)-1H-pyrazol-1-yl)-2-methylpropan-2-ol